9-DODECENAL C(CCCCCCCC=CCC)=O